O1CC(CC1)NC=1C=C(C=C2C=CC=NC12)C(CCCC)=O 1-[8-(tetrahydrofuran-3-ylamino)-6-quinolinyl]pentan-1-one